4-(1H-pyrazolo[3,4-d]pyrimidin-4-yl)-benzylamide N1N=CC=2C1=NC=NC2C2=CC=C(C[NH-])C=C2